C(C1=CC=CC=C1)NCC(=O)O N-(benzyl)glycine